acryloyloxytetrahydrofuran-2-one C(C=C)(=O)OC1C(OCC1)=O